BrCCCCCCCCC(=O)NCC(=O)N1[C@@H](CN(CC1)C1=NC=C(C=N1)C1=CC=C2C(=N1)N(C(C2=O)(C)C)CC=2C(=NC=CC2)C#N)C 9-bromo-N-[2-[(2R)-4-[5-[1-[(2-cyano-3-pyridyl)methyl]-2,2-dimethyl-3-oxo-pyrrolo[2,3-b]pyridin-6-yl]pyrimidin-2-yl]-2-methyl-piperazin-1-yl]-2-oxo-ethyl]nonanamide